[Ru].C1=CC=CC2=CC3=CC=CC=C3C(=C12)C1=CC(=NC=C1)C1=NC(=CC=C1)C1=NC=CC=C1 4-(9-anthracenyl)-2,2':6',2''-terpyridine ruthenium